(Z)-2-cyano-3-(3,4-dihydroxy-5-nitrophenyl)-3-hydroxy-N-methyl-N-(2-phenoxyethyl)acrylamide C(#N)/C(/C(=O)N(CCOC1=CC=CC=C1)C)=C(/O)\C1=CC(=C(C(=C1)[N+](=O)[O-])O)O